3-((2-((tert-butoxycarbonyl)amino)ethyl)sulfonyl)benzoic acid C(C)(C)(C)OC(=O)NCCS(=O)(=O)C=1C=C(C(=O)O)C=CC1